C1CNCCC12CCNCC2 3,9-diazaspiro[5.5]undecane